CC1=CC2=C(OC3(C=NS2(=O)=O)CC3)N=C1OCCN1CCCC1 8'-methyl-1',1'-dioxido-7'-(2-(pyrrolidin-1-yl)-ethoxy)spiro[cyclopropane-1,4'-pyrido[2,3-b][1,4,5]oxathiazepin]